propoxyethylene glycol (methyl) allyl ether C(C=C)OCC(OCCC)OC